COC1=C(C=C(C=C1)C=1C=C2C(=CC=NC2=CC1)NC)NC(C=C)=O N-{2-methoxy-5-[4-(methylamino)quinolin-6-yl]phenyl}prop-2-enamide